2-(1-((2R,3R,4S,5S,6R)-3,4,5-trihydroxy-6-(hydroxymethyl)tetrahydro-2H-pyran-2-yl)-5-bromo-1H-indol-3-yl)acetic acid O[C@H]1[C@@H](O[C@@H]([C@H]([C@@H]1O)O)CO)N1C=C(C2=CC(=CC=C12)Br)CC(=O)O